ClC1=NC=C(C=N1)C(=O)NC=1C(=NC=CC1C1=C(C=CC=C1)F)N1CC(CC1)(F)F 2-chloro-N-(2-(3,3-difluoropyrrolidin-1-yl)-4-(2-fluorophenyl)pyridin-3-yl)pyrimidine-5-carboxamide